7-(3-fluoro-4-(trifluoromethyl)phenyl)-N-(isoquinolin-6-yl)-5-methyl-2-((4-methylpiperazin-1-yl)methyl)-4,7-dihydropyrazolo[1,5-a]pyrimidine-6-carboxamide FC=1C=C(C=CC1C(F)(F)F)C1C(=C(NC=2N1N=C(C2)CN2CCN(CC2)C)C)C(=O)NC=2C=C1C=CN=CC1=CC2